4-[5-[2-[tert-butyl(dimethyl)silyl]ethynyl]-4-(isopropylamino)-3-nitro-pyridin-2-yl]-3-fluoro-benzonitrile [Si](C)(C)(C(C)(C)C)C#CC=1C(=C(C(=NC1)C1=C(C=C(C#N)C=C1)F)[N+](=O)[O-])NC(C)C